C12CN(CC(O1)C2)CC(=O)NC=2C=C(C(=NC2)C)NC(=O)C2=NN=C1N2C=CC(=C1)C=1C=NN(C1)C N-(5-(2-(6-oxa-3-azabicyclo[3.1.1]heptan-3-yl)acetamido)-2-methylpyridin-3-yl)-7-(1-methyl-1H-pyrazol-4-yl)-[1,2,4]triazolo[4,3-a]pyridine-3-carboxamide